CC1C(N(CC1)CCCCCCCCCCCCCCCCCC)=O 3-methyl-1-octadecyl-2-pyrrolidinone